N-benzyl-2-hydroxy-N,N-dimethyl-ethyl-ammonium chloride [Cl-].C(C1=CC=CC=C1)[N+](C)(C)CCO